BrC1=CC(=C(C=C1)NS(=O)(=O)C1=CNC2=CC(=CC=C12)OC)F N-(4-bromo-2-fluorophenyl)-6-methoxy-1H-indole-3-sulfonamide